C1(=CC=CC=C1)C(C)C1=C(C=CC(=C1)C(C)C1=CC=CC=C1)O 2,4-Bis(1-phenyl-ethyl)phenol